N-[(3S)-tetrahydrofuran-3-yl]-6-[[3-(2,2,2-trifluoroethoxy)-2-pyridyl]oxy]-1,3-benzothiazole-2-carboxamide O1C[C@H](CC1)NC(=O)C=1SC2=C(N1)C=CC(=C2)OC2=NC=CC=C2OCC(F)(F)F